4,5-dichloro-N-(4-(piperidin-1-ylsulfonyl)benzyl)-1H-indole-1-carboxamide ClC1=C2C=CN(C2=CC=C1Cl)C(=O)NCC1=CC=C(C=C1)S(=O)(=O)N1CCCCC1